2-benzyl-5-(3-bromophenyl)-1H-pyrrole-3-carbothioamide C(C1=CC=CC=C1)C=1NC(=CC1C(N)=S)C1=CC(=CC=C1)Br